3-[1-[[3,5-bis(trifluoromethyl)benzoyl]amino]ethyl]-N-(1-cyanocyclopropyl)pyrazine-2-carboxamide FC(C=1C=C(C(=O)NC(C)C=2C(=NC=CN2)C(=O)NC2(CC2)C#N)C=C(C1)C(F)(F)F)(F)F